The molecule is a member of the class of asterriquinones that is asterriquinone in which the hydrogens of both of the hydroxy groups have replaced by methyl groups. CC(C)(C=C)N1C=C(C2=CC=CC=C21)C3=C(C(=O)C(=C(C3=O)OC)C4=CN(C5=CC=CC=C54)C(C)(C)C=C)OC